C(C)(=O)N1CC2=CC=C(C=C2C1)NC1=NC=C(C(=N1)NC=1C=CC2=C(NC(O2)=O)C1)C 5-[2-(2-Acetyl-2,3-dihydro-1H-isoindol-5-ylamino)-5-methyl-pyrimidin-4-ylamino]-3H-benzooxazol-2-one